O1C=CC2=C1C=CC(=C2)NC2=NC=C(C(=N2)N2C=C(C=C2)C(=O)NC(CO)C2=CC(=CC=C2)Cl)C 1-(2-(benzofuran-5-ylamino)-5-methylpyrimidin-4-yl)-N-(1-(3-chlorophenyl)-2-hydroxyethyl)-1H-pyrrole-3-carboxamide